C(C)(=O)OC(C(C=C)C)C1=CC=C(C=C1)C 2-methyl-1-(p-tolyl)but-3-en-1-yl acetate